S(N)([O-])(=O)=O.S(N)([O-])(=O)=O.[Na+].[Na+] Sodium disulfamate